tert-butyl N-[(3R)-7-(5-tert-butyl-1,3,4-oxadiazol-2-yl)-8-fluoro-1,1,4-trioxo-3,5-dihydro-2H-1λ6,5-benzothiazepin-3-yl]carbamate C(C)(C)(C)C1=NN=C(O1)C=1C(=CC2=C(NC([C@H](CS2(=O)=O)NC(OC(C)(C)C)=O)=O)C1)F